4-(3-(4-amino-5-chloro-2-hydroxy-3-nitrophenyl)-3-oxoprop-1-en-1-yl)benzonitrile NC1=C(C(=C(C=C1Cl)C(C=CC1=CC=C(C#N)C=C1)=O)O)[N+](=O)[O-]